1-((3S,4R,5R,6R)-4,5-dihydroxy-6-(hydroxymethyl)tetrahydro-2H-pyran-3-yl)thiourea O[C@@H]1[C@H](CO[C@@H]([C@@H]1O)CO)NC(=S)N